BrC1=C(C=CC(=C1)C)C(\C=C\N(C)C)=O (E)-1-(2-bromo-4-methylphenyl)-3-(dimethylamino)prop-2-en-1-one